COC1=CC=C2CCCN(C2=C1)C(=O)C1=CN(C2=C1C(N(C=C2C)C)=O)C 3-((7-methoxy-3,4-dihydroquinolin-1(2H)-yl)carbonyl)-1,5,7-trimethyl-1,5-dihydro-4H-pyrrolo[3,2-c]pyridin-4-one